Cis-5-(4-Fluorophenyl)-2-methyl-N-(3,4,5-trifluorophenyl)-1,2,6-thiadiazinane-3-carboxamide 1,1-dioxide FC1=CC=C(C=C1)[C@@H]1C[C@@H](N(S(N1)(=O)=O)C)C(=O)NC1=CC(=C(C(=C1)F)F)F